OC1(CCCC2=CC(=CC=C12)OC1OCCCC1)C1=CC=C(C=C1)N1CCC2(CN(C2)C(=O)OC(C)(C)C)CC1 tert-butyl 7-(4-(1-hydroxyl-6-((tetrahydro-2H-pyran-2-yl)oxy)-1,2,3,4-tetrahydronaphthalen-1-yl)phenyl)-2,7-diazaspiro[3.5]nonane-2-carboxylate